OC1=NC(=C2NC(=NC2=N1)O)N 2,8-dihydroxyadenine